tellurium-germanium chromium [Cr].[Ge].[Te]